C1=CC2=CC3=C(N=CN3)N=C2N=C1 imidazonaphthyridine